C(C=C)OC(=O)C1(CCC2(CCC3=CC=C(C=C23)OCC=C)CC1)NC1=CC(=CC=C1)Br (1r,4s)-4-(3-bromoanilino)-6'-[(prop-2-en-1-yl)oxy]-2',3'-dihydrospiro[cyclohexane-1,1'-indene]-4-carboxylic acid prop-2-en-1-yl ester